C(=O)(OC(C)(C)C)N[C@@H](CCCCN)C(=O)O (epsilone)-Boc-L-lysine